N-{[5-chloro-6-(1,4-diaza-5-indanyl)-2-indolyl]methyl}acetamide ClC=1C=C2C=C(NC2=CC1C=1N=C2CCNC2=CC1)CNC(C)=O